4-methyl-1-oxa-4,8-diazaspiro[5.5]undecan CN1CCOC2(C1)CNCCC2